FC1CN(C1)C(CN1C(N(C2=NC=C(C=C21)C=2SC(=CC2)C(F)(F)F)C)=O)=O 1-[2-(3-fluoroazetidin-1-yl)-2-oxo-ethyl]-3-methyl-6-[5-(trifluoromethyl)-2-thienyl]imidazo[4,5-b]pyridin-2-one